6-Chloro-5-(4-fluoro-benzylsulfanyl)-1H-benzoimidazol ClC=1C(=CC2=C(NC=N2)C1)SCC1=CC=C(C=C1)F